C(CCCCC)C(C(=O)OCCCCCCN(CCCCCCOC(C(CCCCCCCC)CCCCCC)=O)CCO)CCCCCCCC ((2-hydroxyethyl)azanediyl)bis(hexane-6,1-diyl) bis(2-hexyldecanoate)